cadmium selenide [Se-2].[Cd+2]